C(CCCCCCC\C=C/CCCCCCCC)(=O)OC(COC(CCCCCCC\C=C/CCCCCCCC)=O)COC(CCCCCCC\C=C/CCCCCCCC)=O.CC=1N=C2C(=NC(=NC2=NC1C)N1C[C@@H](OCC1)C=1C=NN(C1)C)N1CC(C1)C(F)(F)F 6,7-dimethyl-2-((2S)-2-(1-methyl-1H-pyrazol-4-yl)-4-morpholinyl)-4-(3-(trifluoromethyl)-1-azetidinyl)pteridine 2,3-bis[[(Z)-octadec-9-enoyl]oxy]propyl-(Z)-octadec-9-enoate